OCC1=CC=C(C=C1)C1=CC=C(C=C1)S(=O)(=O)O 4'-(hydroxymethyl)-4-biphenylsulfonic acid